4-(3-ethyl-1-methyl-4-oxo-4,5-dihydro-1H-pyrazolo[3,4-d]pyrimidin-6-yl)benzonitrile C(C)C1=NN(C=2N=C(NC(C21)=O)C2=CC=C(C#N)C=C2)C